4'-(hydroxymethyl)-[1,1'-biphenyl] OCC1=CC=C(C=C1)C1=CC=CC=C1